C(C)(C)(C)OC(=O)N1C(=CC2=NC=CC=C21)B2OC(C(O2)(C)C)(C)C (4,4,5,5-tetramethyl-1,3,2-dioxaborolan-2-yl)-1H-pyrrolo[3,2-b]pyridine-1-carboxylic acid tert-butyl ester